trans-3-(4-iodo-1H-pyrazol-1-yl)cyclobutanol IC=1C=NN(C1)[C@@H]1C[C@H](C1)O